5-(3,5-dimethylbenzamido)-6-(4-(2-hydroxyethyl)piperazin-1-yl)nicotinic acid CC=1C=C(C(=O)NC=2C(=NC=C(C(=O)O)C2)N2CCN(CC2)CCO)C=C(C1)C